3-(5-(((1S,2S)-2-((cyclohexylmethyl)amino)cyclohexyl)amino)-1-oxoisoindolin-2-yl)piperidine-2,6-dione C1(CCCCC1)CN[C@@H]1[C@H](CCCC1)NC=1C=C2CN(C(C2=CC1)=O)C1C(NC(CC1)=O)=O